di-tert-butyl L-aspartate N[C@@H](CC(=O)OC(C)(C)C)C(=O)OC(C)(C)C